(S)-1-(2-(8-amino-1-(2-chloro-4-anilinophenoxy)imidazo[1,5-a]pyrazin-3-yl)pyrrolidin-1-yl)but-2-yn-1-one NC=1C=2N(C=CN1)C(=NC2OC2=C(C=C(C=C2)NC2=CC=CC=C2)Cl)[C@H]2N(CCC2)C(C#CC)=O